N-(3-{[(1S)-2,2-difluorocyclopropyl]methoxy}-1-{1,4-dioxaspiro[4.5]decan-8-yl}-1H-pyrazol-4-yl)pyrimidin-2-amine FC1([C@@H](C1)COC1=NN(C=C1NC1=NC=CC=N1)C1CCC2(OCCO2)CC1)F